Fluoro acrylate (Fluoro acrylate) FC(C(=O)O)=C.C(C=C)(=O)OF